C1(=CC=CC=C1)C(C(=O)O)(CCCCCC(=O)O)C1=CC=CC=C1 2,2-Diphenyloctanedioic acid